[N+](=O)(O)[O-].NC(CC)C1=NC=CN1C 1-aminopropyl-3-Methylimidazole nitrate